(2S)-2-(3-(4-Chloro-2-cyanophenyl)propanamido)-N-(4-(cyclopropylamino)-3,4-dioxo-1-((S)-2-oxopyrrolidin-3-yl)butan-2-yl)-4,4-dimethylpentanamid ClC1=CC(=C(C=C1)CCC(=O)N[C@H](C(=O)NC(C[C@H]1C(NCC1)=O)C(C(=O)NC1CC1)=O)CC(C)(C)C)C#N